N-cyclopropyl-6-methyl-4-((3-(4-(trifluoromethoxy)phenyl)propyl)amino)thieno[2,3-d]pyrimidine-2-carboxamide C1(CC1)NC(=O)C=1N=C(C2=C(N1)SC(=C2)C)NCCCC2=CC=C(C=C2)OC(F)(F)F